N-((1s,4s)-4-(4-(3-cyano-4-((3,5-difluoro-6-methylpyridin-2-yl)thio)pyrazolo[1,5-a]pyridin-6-yl)-5-methyl-1H-pyrazol-1-yl)cyclohexyl)acetamide C(#N)C=1C=NN2C1C(=CC(=C2)C=2C=NN(C2C)C2CCC(CC2)NC(C)=O)SC2=NC(=C(C=C2F)F)C